4-[3-(4-ethoxy-3-methoxybenzyl)-7-fluoro-6-[2-fluoro-1-(fluoromethyl)ethoxy]-2,4-dioxo-3,4-dihydroquinazolin-1(2H)-yl]piperidine-1-carbaldehyde C(C)OC1=C(C=C(CN2C(N(C3=CC(=C(C=C3C2=O)OC(CF)CF)F)C2CCN(CC2)C=O)=O)C=C1)OC